CC(C)(C#CC(CC)OOC(C)(C)C)OOC(C)(C)C 2,6-dimethyl-2,5-bis(t-butylperoxy)hexyne